5-(bis(4-methoxybenzyl)amino)-2-(methylthio)-8-phenylpyrido[2,3-d]pyrimidin-7(8H)-one COC1=CC=C(CN(C2=CC(N(C=3N=C(N=CC32)SC)C3=CC=CC=C3)=O)CC3=CC=C(C=C3)OC)C=C1